CO[C@@H]1C[C@H](N(C1)C)COC1=CC=C(NC=2C(=NC(=C(N2)C)C2=CC=CC=3N(C=NC32)C)C(=O)N)C=C1 3-[4-[[(2S,4R)-4-Methoxy-1-methyl-pyrrolidin-2-yl]methoxy]anilino]-5-methyl-6-(1-methylbenzimidazol-4-yl)pyrazin-2-carboxamid